5-chlorobenzimidazolate ClC1=CC2=C(N=C[N-]2)C=C1